1-{1-[3-(3-chloro-5-methoxyphenyl)-5-(4,6-difluoro-1H-1,3-benzodiazol-2-yl)pyridin-4-yl]azetidin-3-yl}methanamine ClC=1C=C(C=C(C1)OC)C=1C=NC=C(C1N1CC(C1)CN)C1=NC2=C(N1)C=C(C=C2F)F